urea-d4 [2H]N([2H])C(=O)N([2H])[2H]